FC1=CN=C2C[C@H](CNC2=C1)[C@@H](C1=CC=CC=C1)NCCC (2R)-1-{[(S)-[(3R)-7-fluoro-1,2,3,4-tetrahydro-1,5-naphthyridin-3-yl](phenyl)methyl]amino}propan